N-(benzo[d][1,3]dioxol-5-yl)-6-chloro-3-nitropyridin-2-amine O1COC2=C1C=CC(=C2)NC2=NC(=CC=C2[N+](=O)[O-])Cl